C[C@H]1[C@H](CN(CC1)C(CC#N)=O)N(C=1C2=C(N=CN1)N(C=C2)C(C(CC)C2=CC=C(C=C2)N2C(C1=CC=CC=C1C2)=O)=O)C 3-((3R,4R)-4-methyl-3-(methyl-(7-(2-(4-(1-oxoisoindolin-2-yl)phenyl)butanoyl)-7H-pyrrolo[2,3-d]pyrimidin-4-yl)amino)piperidin-1-yl)-3-oxopropanenitrile